C1(CCCCC1)P(C1=C(C=CC=C1)C1=CC=CC=C1)C1CCCCC1 2-(dicyclohexylphosphino)biphenyl